FC(C(=O)NC(=O)[C@H](O)[C@@H](O)[C@@H](O)[C@H](O)CO)(F)F trifluoroacetamidogalactose